2-[(2S,4R,5S)-1-(2,4-dichlorophenyl)-5-hydroxy-2,6,6-trimethylheptan-4-yl]-2,4-dihydro-3H-1,2,4-triazol-3-thion ClC1=C(C=CC(=C1)Cl)C[C@@H](C[C@H]([C@H](C(C)(C)C)O)N1N=CNC1=S)C